N(=[N+]=[N-])CC1=CC=C(C=C1)B(O)O 4-azidomethylphenylboronic acid